(3S)-3-(methylamino)pyrrolidine-1-carboxylic acid tert-butyl ester C(C)(C)(C)OC(=O)N1C[C@H](CC1)NC